7-(difluoromethyl)-6-(1-methylpyrazol-4-yl)-3,4-dihydro-2H-quinoline FC(C1=C(C=C2CCCNC2=C1)C=1C=NN(C1)C)F